ClC=1C(NN=CC1N1CC=2N=C(N=C(C2CC1)OC1=C(C=C(C=C1)F)C(F)(F)F)OC)=O 4-chloro-5-[4-[4-fluoro-2-(trifluoromethyl)phenoxy]-2-methoxy-5H,6H,7H,8H-pyrido[3,4-d]pyrimidin-7-yl]-2,3-dihydropyridazin-3-one